benzyl 1,3-diaminobenzenedicarboxylate NC1(C(C(=CC=C1)N)C(=O)[O-])C(=O)OCC1=CC=CC=C1